2-(dimethylamino)ethyl 5,6-dimethyl-6H-pyrido[4,3-b]carbazole-9-carboxylate CC1=C2C(=CC=3C=4C=C(C=CC4N(C13)C)C(=O)OCCN(C)C)C=NC=C2